[N+](=O)(OCCCC(=O)N1C=C(C2=C(C=CC=C12)O)CCN(C)C)[O-] 4-(3-(2-(dimethylamino)ethyl)-4-hydroxy-1H-indol-1-yl)-4-oxobutyl nitrate